C1(CC1)C([C@@H](C(NC=1C=NN(C1)C(CC(F)F)C1=NN=NN1C1CC1)=O)NC(=O)C1=NON=C1C)C1CC1 N-[(1S)-2,2-dicyclopropyl-1-[[1-[1-(1-cyclopropyltetrazol-5-yl)-3,3-difluoropropyl]-pyrazol-4-yl]carbamoyl]ethyl]-4-methyl-1,2,5-oxadiazole-3-carboxamide